methyl 2-bromo-3-(trifluoromethyl)benzoate BrC1=C(C(=O)OC)C=CC=C1C(F)(F)F